FC=1C(=NC=CC1CC=1C=NC=C(C1C)NC1=C(C=C(C=C1)C)F)N 3-fluoro-4-[[5-(2-fluoro-4-methyl-anilino)-4-methyl-3-pyridinyl]methyl]pyridin-2-amine